P(=O)(OC(Br)(Br)Br)(OC(Br)(Br)Br)OCC=C bis(tribromomethyl) allyl phosphate